5-(carbamoylamino)pentanoic acid C(N)(=O)NCCCCC(=O)O